C(C)(C)(C)OC(=O)NC(CN1CCN(CCN(CC1)C(=O)OC(C)(C)C)C(=O)OC(C)(C)C)CC1=CC=C(C=C1)[N+](=O)[O-] 1,4-Di-tert-butyl 7-(2-{[(tert-Butoxy)carbonyl]amino} 3-(4-nitrophenyl) propyl)-1,4,7-triazonane-1,4-dicarboxylate